C1N(CC2=NC=3CCCCC3C=C21)C(=O)[C@H]2CN(CC2)C2=CC(=NC=C2)C(F)(F)F (1,3,5,6,7,8-Hexahydro-pyrrolo[3,4-b]quinolin-2-yl)-[1-(2-trifluoromethyl-pyridin-4-yl)-pyrrolidin-3(R)-yl]-methanone